Cobalt-nickel oxide [Ni]=O.[Co]